P1(=O)(OC2=C(C=C(C=C2C(C)(C)C)C(C)(C)C)CCC2=C(C(=CC(=C2)C(C)(C)C)C(C)(C)C)O1)[O-].[K+] potassium 2,2'-ethylenebis(4,6-di-t-butylphenyl) phosphate